(S)-1-(5-chloro-3-methylpyridin-2-yl)-4-(3-chloro-4-fluorobenzyl)-3-(oxetan-3-yl)piperazine-2,5-dione ClC=1C=C(C(=NC1)N1C([C@@H](N(C(C1)=O)CC1=CC(=C(C=C1)F)Cl)C1COC1)=O)C